3-(5-amino-8-(2,6-dimethylpyridin-4-yl)-2-(((6-methylpyridin-2-yl)methyl)amino)-[1,2,4]triazolo[1,5-c]pyrimidin-7-yl)benzonitrile NC1=NC(=C(C=2N1N=C(N2)NCC2=NC(=CC=C2)C)C2=CC(=NC(=C2)C)C)C=2C=C(C#N)C=CC2